ClC=1C=CC=2C3=C(C(N(C2C1)C1=CC=CC=C1)=O)N=C(N3C)CC3=CC=C(C=C3)OC 7-Chloro-2-(4-methoxybenzyl)-1-methyl-5-phenyl-1,5-dihydro-4H-imidazo[4,5-C]quinolin-4-one